FC1=CC2=C(OC3(CC3)CN2C(F)(F)F)C(=C1)C#N 6-fluoro-4-(trifluoromethyl)-3,4-dihydrospiro[benzo[b][1,4]oxazine-2,1'-cyclopropane]-8-carbonitrile